C1=C(C=CC=2OC3=C(C21)C=CC=C3)CNC3=CN=C(N(C3=O)CC(=O)NCC3=CC=2CNCCC2S3)C3=CC=CC=C3 2-(5-((dibenzo[b,d]furan-2-ylmethyl)amino)-6-oxo-2-phenylpyrimidin-1(6H)-yl)-N-((4,5,6,7-tetrahydrothieno[3,2-c]pyridine-2-yl)methyl)acetamide